C(C)(C)(C)OC(=O)N1C(CCC=C1)C1=CC2=C(N=CS2)C=C1 (benzo[d]thiazol-6-yl)-3,4-dihydropyridine-1(2H)-carboxylic acid tert-butyl ester